BrC1=C(CN2CC3(C2)CCN(CC3)C(=O)OC(C)(C)C)C=CC(=C1)C(F)(F)F tert-butyl 2-(2-bromo-4-(trifluoromethyl) benzyl)-2,7-diazaspiro[3.5]nonane-7-carboxylate